2-(3-(3'-ethyl-6-methyl-[1,1'-biphenyl]-3-yl)-4-(4-sulfamoylbenzyl)-1H-pyrazol-1-yl)thiazole-4-carboxylic acid C(C)C=1C=C(C=CC1)C1=CC(=CC=C1C)C1=NN(C=C1CC1=CC=C(C=C1)S(N)(=O)=O)C=1SC=C(N1)C(=O)O